(2S,4R)-N-[1-(5-bromo-2-methoxy-phenyl)-2-hydroxy-ethyl]-1-[(2S)-2-(4-cyclopropyltriazol-1-yl)-3,3-dimethyl-butanoyl]-4-hydroxy-pyrrolidine-2-carboxamide BrC=1C=CC(=C(C1)C(CO)NC(=O)[C@H]1N(C[C@@H](C1)O)C([C@H](C(C)(C)C)N1N=NC(=C1)C1CC1)=O)OC